ClC1=CC=C(C(=O)C=2C(=NC(=C(C2)C)C)C(=O)NNC(OC(C)(C)C)=O)C=C1 tert-butyl N-[[3-(4-chlorobenzoyl)-5,6-dimethyl-pyridine-2-carbonyl]amino]carbamate